2-((3-oxocyclopentyl)methyl)isoindoline-1,3-dione O=C1CC(CC1)CN1C(C2=CC=CC=C2C1=O)=O